1-[3-(dimethylcarbamoyl)-2-fluoro-phenyl]-6-oxo-pyridazine-3-carboxylic acid methyl ester COC(=O)C1=NN(C(C=C1)=O)C1=C(C(=CC=C1)C(N(C)C)=O)F